7-amino-5-bromo-6-(2-chloro-5-fluorobenzoyl)-2,2-difluoro-2H-benzo[b][1,4]oxazin-3(4H)-one NC=1C(=C(C2=C(OC(C(N2)=O)(F)F)C1)Br)C(C1=C(C=CC(=C1)F)Cl)=O